ClC=1C=C(C=C(C1OC1=NNC(C=2C(CCCC12)(C)C)=O)Cl)N1N=C(C(NC1=O)=O)C#N 2-(3,5-dichloro-4-((5,5-dimethyl-4-oxo-3,4,5,6,7,8-hexahydrophthalazin-1-yl)oxy)phenyl)-3,5-dioxo-2,3,4,5-tetrahydro-1,2,4-triazine-6-carbonitrile